N-[2,6-di(phenyl-d5)phenyl]amine C1(=C(C(=C(C(=C1[2H])[2H])[2H])[2H])[2H])C1=C(C(=CC=C1)C1=C(C(=C(C(=C1[2H])[2H])[2H])[2H])[2H])N